NC=1N=C(SC1C(C1=CC=C(C=C1)OC)=O)N(C1=CC(=C(C=C1)OC(F)(F)F)F)C(C(=O)N)C [N-[4-Amino-5-(4-methoxybenzoyl)thiazol-2-yl]-3-fluoro-4-(trifluoromethoxy)anilino]propanamid